C(C)(C)(C)N(C(=O)O[C@@H]1[C@H](COCC1)[C@@H]1N2C(C3=CC=C(C=C13)F)=CN=C2)C2CCC(CCC2)=O (3S,4S)-3-((S)-7-fluoro-5H-imidazo[5,1-a]isoindol-5-yl)tetrahydro-2H-pyran-4-ol Tert-butyl-(4-oxocycloheptyl)carbamate